BrC1=NN(C=C1F)C([2H])([2H])[2H] 3-bromo-4-fluoro-1-(methyl-d3)-1H-pyrazole